Cl[C@H]1[C@H](Cl)[C@@H](Cl)[C@@H](Cl)[C@H](Cl)[C@H]1Cl gamma-hexachlorocyclohexane